C(#N)C1CC2(C1)CC(N(CC2)CC2=C1C=CNC1=C(C=C2C)C)C2=CC=C(C(=O)N)C=C2 4-(2-cyano-7-((5,7-dimethyl-1H-indol-4-yl)methyl)-7-azaspiro[3.5]nonan-6-yl)benzamide